[O].P.P diphosphine monooxygen